C(C)N1N=CC(=C1)C(=O)N1CCC2(C(C2)CNC(=O)C2=CC=3C(=CN=CC3)O2)CC1 N-[[6-(1-ethylpyrazole-4-carbonyl)-6-azaspiro[2.5]octan-2-yl]methyl]furo[2,3-c]pyridine-2-carboxamide